O=C1N(C2=CC=CC=3C2=C1C=CC3)NC(OCC3=CC=CC=C3)=O Benzyl (2-oxobenzo[cd]indol-1(2H)-yl)carbamate